COCCNC1=CC=C(C=C1)N1C(N(C2=C(C1)C1=C(N=C2)NC(=C1)C1=CC=C(C=C1)CN1CCC(CC1)S(=O)(=O)C)C)=O 2-(4-((2-methoxyethyl)amino)phenyl)-4-methyl-8-(4-((4-(methylsulfonyl)piperidin-1-yl)methyl)phenyl)-1,2,4,7-tetrahydro-3H-pyrrolo[3',2':5,6]pyrido[3,4-d]pyrimidin-3-one